COC(CC1=C(C(=CC=C1)C)CO/N=C/C1=C(C=C(C=C1)C)C(F)(F)F)=O 2-[3-methyl-2-[[(E)-[4-methyl-2-(trifluoromethyl)phenyl]methyleneamino]oxymethyl]phenyl]acetic acid methyl ester